C1=CC=C2C(=C1)C(=NS2(=O)=O)[O-].O.[Na+] 2-sulfobenzoic acid imide sodium salt